FC1=CC2=C(N=C(O2)NC=2OC3=C(N2)C=C(C=C3)CC(=O)O)C=C1 2-(2-((6-fluorobenzo[d]oxazol-2-yl)amino)benzo[d]oxazol-5-yl)acetic acid